[Cl-].C(C=C)N1C=[N+](C=C1)C 1-allyl-3-methylimidazolium chloride salt